C1(CC1)N=S1CCN(CC2=C1C=CC=C2)C2=NC1=CC=C(C=C1C(=N2)NCC2(CNC2)O)C 1-(Cyclopropylimino)-4-(4-(((3-hydroxyazetidin-3-yl)methyl)amino)-6-methylquinazolin-2-yl)-2,3,4,5-tetrahydro-benzo[f][1,4]thiazepine